3-Methyloxetan-3-yl(4-(4-amino-7-(1-methyl-1H-pyrazol-3-yl)pyrrolo[2,1-F][1,2,4]triazine-5-yl)-2-methoxyphenyl)carbamate CC1(COC1)N(C([O-])=O)C1=C(C=C(C=C1)C=1C=C(N2N=CN=C(C21)N)C2=NN(C=C2)C)OC